CS(=O)(=O)C1=CC=C(C=C1)C1=C(C(OC1)=O)C1=CC=C(C=C1)C 4-(4-(methylsulfonyl)phenyl)-3-(p-tolyl)furan-2(5H)-one